(4-Chloro-3-fluorophenyl)-2-(3-(hydroxymethyl)-1H-indol-1-yl)acetamide ClC1=C(C=C(C=C1)C(C(=O)N)N1C=C(C2=CC=CC=C12)CO)F